C(C)OC1(CN(C1)C1=NC(=CC2=C1N=C(N=C2)NC2=C(C=C(C=C2)C2=NN=CN2C)OC)C)C 8-(3-ethoxy-3-methylazetidin-1-yl)-N-(2-methoxy-4-(4-methyl-4H-1,2,4-triazol-3-yl)phenyl)-6-methylpyrido[3,4-d]pyrimidin-2-amine